C(C)(C)(C)OC(=O)N1C(C(CCC1)=O)C1=CC=CC=2NC(N(C21)C)=O (3-methyl-2-oxo-1H-benzoimidazol-4-yl)-3-oxo-piperidine-1-carboxylic acid tert-butyl ester